Oxoamin O=N